methyl-7-methoxy-β-carboline-1-carboxylate COC(=O)C1=NC=CC=2C3=CC=C(C=C3NC12)OC